3,5-difluoro-(2-fluoro-[1,1'-biphenyl]) FC=1C(=C(C=C(C1)F)C1=CC=CC=C1)F